C(C)C(C(C)(C)Cl)[NH3+] 2-ethyldimethyl-ammonioethyl chloride